FC1=C(C(=C(C(=C1F)F)F)F)C(=O)OOC(C1=C(C(=C(C(=C1F)F)F)F)F)=O (2,3,4,5,6-Pentafluorobenzoyl) 2,3,4,5,6-pentafluorobenzenecarboperoxoate